N-(2-Amino-2-oxo-ethyl)-4-[4-chloro-2-(5-fluoro-2-pyridyl)-1H-imidazol-5-yl]-3-methyl-benzamide NC(CNC(C1=CC(=C(C=C1)C1=C(N=C(N1)C1=NC=C(C=C1)F)Cl)C)=O)=O